6,8-dimethylnon-7-enal CC(CCCCC=O)C=C(C)C